4,6-dichloro-5-hydroxy-N-(4-oxo-3-(3-(trifluoromethyl)benzyl)-3,4-dihydroquinazolin-5-yl)picolinamide ClC1=CC(=NC(=C1O)Cl)C(=O)NC1=C2C(N(C=NC2=CC=C1)CC1=CC(=CC=C1)C(F)(F)F)=O